NC=1C2=C(N=CN1)N(C=C2C=2SC1=C(C2)C=C(C=C1OC)C)C1CN(C1)C(\C=C\CN(C)C)=O (E)-1-(3-(4-amino-5-(7-methoxy-5-methylbenzothiophen-2-yl)-7H-pyrrolo[2,3-d]pyrimidin-7-yl)azetidin-1-yl)-4-(dimethylamino)but-2-en-1-one